COC1=CC=CC(=N1)C(C#N)C 2-(6-methoxypyridin-2-yl)propionitrile